NC12CC(C=3C(=CC=C(C13)C(C2(F)F)(F)F)OC=2C=C(C#N)C=C(C2)F)O 3-((2a-amino-3,3,4,4-tetrafluoro-1-hydroxy-2,2a,3,4-tetrahydro-1H-cyclopenta[cd]inden-7-yl)oxy)-5-fluorobenzonitrile